ClC=1SC=C(C1)N1[C@@H](COCC1)C 2-chloro-4-((R)-3-methylmorpholinyl)thiophene